2-(3-chloro-4-(6-(1-methylcyclopropoxy)-9-((4-methylpyridin-2-yl)methyl)-9H-purin-8-yl)phenoxy)-N-methylethan-1-amine ClC=1C=C(OCCNC)C=CC1C=1N(C2=NC=NC(=C2N1)OC1(CC1)C)CC1=NC=CC(=C1)C